NC=1C(=NC=CN1)C#CC1=CC(=NC=C1)NC(CC1=CC=C(C=C1)F)=O N-{4-[(3-aminopyrazin-2-yl)ethynyl]pyridin-2-yl}-2-(4-fluorophenyl)acetamide